C(C(CC#C)O)O 4-pentyn-1,2-diol